BrC=1C=C(C2=C(C=CB(O2)O)C1)C1CC1 6-bromo-8-cyclopropyl-2-hydroxy-1,2-benzoxaborinine